Nitrosyltris(carbonyl)cobalt N(=O)[Co](=C=O)(=C=O)=C=O